(S)-5-fluoro-1-(fluoromethyl)-2,3-dihydro-1H-benzo[d]pyrrolo[1,2-a]imidazol FC1=CC=CC2=C1N=C1N2[C@@H](CC1)CF